(S)-(+)-3-methyl-2-butanol C[C@@H](C(C)C)O